C[C@H]1[C@H]2[C@H](C[C@H]3[C@@H]4CC=C5C[C@H](CC[C@]5(C)[C@H]4CC[C@]23C)O)O[C@]12CC[C@@H](CO)CO2 (25S)-Spirostan-5-en-3β,27-diol